NC1=CNC2=C(C=N1)C=CC=C2 3-amino-1,4-benzodiazepine